CC(CO)CCC(CO)C 2,5-dimethyl-1,6-hex-anediol